2-{6,12-dibromo-9-oxa-2,4-diazatricyclo[8.4.0.0^{3,8}]tetradeca-1(10),3(8),4,6,11,13-hexaen-2-yl}acetaldehyde BrC=1C=NC=2N(C=3C=CC(=CC3OC2C1)Br)CC=O